(2S,4R)-N-ethyl-4-hydroxy-N-(m-tolyl)pyrrolidine-2-carboxamide C(C)N(C(=O)[C@H]1NC[C@@H](C1)O)C=1C=C(C=CC1)C